2-(piperazin-1-yl)-3-(4-(trifluoromethyl)phenoxy)pyrazine N1(CCNCC1)C1=NC=CN=C1OC1=CC=C(C=C1)C(F)(F)F